C(C)(C)S(=O)C1=CC=C(C=C1)C1=CN=C(S1)C1=CC=C(CN2CC(C2)C(=O)O)C=C1 1-(4-(5-(4-(isopropylsulfinyl)phenyl)thiazol-2-yl)benzyl)azetidine-3-carboxylic acid